BrC1=CC=C(C=C1)C(C(=O)NC1=C(C=CC(=C1)Cl)C)O 2-(4-Bromophenyl)-N-(4-chloro-2-tolyl)-2-hydroxyacetamide